N-beta-aminoethyl-gamma-aminopropyl-methyldimethoxysilane NCCNCCC[Si](OC)(OC)C